BrC=1C=C(C(=NC1)C(=O)OC)OC1=CC=CC=C1 methyl 5-bromo-3-phenoxy-pyridine-2-carboxylate